C(C)(=O)OCCC1=C(C=C(C=C1)C1=CC(=C(C=C1)F)OCC1=C(C=C(C=C1)C#N)F)F 2-[4-[3-[(4-cyano-2-fluoro-phenyl) methoxy]-4-fluoro-phenyl]-2-fluoro-phenyl]Ethyl acetate